N-(2-(pyrrolidin-1-ylmethyl)-1H-benzo[d]imidazol-5-yl)benzamide N1(CCCC1)CC1=NC2=C(N1)C=CC(=C2)NC(C2=CC=CC=C2)=O